1-isopropyl-3-(2,4,5-trifluorophenyl)-5-methyl-pyrazol-4-ol C(C)(C)N1N=C(C(=C1C)O)C1=C(C=C(C(=C1)F)F)F